1-(2,6-difluorophenyl)-N-{4-[(7R)-7-amino-5-azaspiro[2.4]hept-5-yl]-1-[(3S)-tetrahydro-3-furanyl]indazol-5-yl}-6-oxo-1,2-diazine-3-carboxamide FC1=C(C(=CC=C1)F)N1N=C(C=CC1=O)C(=O)NC=1C(=C2C=NN(C2=CC1)[C@@H]1COCC1)N1CC2(CC2)[C@H](C1)N